C(CC)C1=C(C(=O)O)C=C(C(=C1O)O)O.C(C1=CC(O)=C(O)C(O)=C1)(=O)OCCC propyl gallate (Propyl gallate)